ClC=1C(=C2C=CNC2=C(C1)C)CN1N=C2C=C(C=CC2=C1)C#N 2-((5-chloro-7-methyl-1H-indol-4-yl)methyl)-2H-indazole-6-carbonitrile